isoquinolin-2-yl benzenesulfonate C1(=CC=CC=C1)S(=O)(=O)ON1CC2=CC=CC=C2C=C1